ClC=1C(=NC(=NC1)NC=1C=NN(C1)C)N1C[C@]2([C@@](C1)(CN(C2)CC#N)C)C ((3aR,6aS)-5-(5-chloro-2-((1-methyl-1H-pyrazol-4-yl)amino)pyrimidin-4-yl)-3a,6a-dimethylhexahydropyrrolo[3,4-c]pyrrol-2(1H)-yl)acetonitrile